potassium tetrakis(4-fluorophenyl)borate FC1=CC=C(C=C1)[B-](C1=CC=C(C=C1)F)(C1=CC=C(C=C1)F)C1=CC=C(C=C1)F.[K+]